2-(trifluoromethyl)benzonitrile dihydrochloride Cl.Cl.FC(C1=C(C#N)C=CC=C1)(F)F